2-chloro-6-fluoro-styrene ClC1=C(C=C)C(=CC=C1)F